FC=1C=C(C=CC1)[C@@]12C(OC[C@@H]2C1)=O |&1:7| (1RS,5R)-1-(3-fluorophenyl)-3-oxabicyclo[3.1.0]hexan-2-one